OC(C(=O)O)C(CC)(C)O.OC(C(=O)O)C(CC)(C)O 2,3-dihydroxy-3-methylpentanoic acid (2,3-dihydroxy-3-methylpentanoate)